FC1=C(C=C(C=C1)F)C(C(F)F)N 1-(2,5-difluorophenyl)-2,2-difluoroethan-1-amine